FC(=C)[Si](C1=CC=CC=C1)(C1=CC=CC=C1)C 1-fluorovinyl-methyl-diphenyl-silane